C(C)(C)C1=NC2=CC(=C(C=C2C(=N1)NC=1N=CN(C1)C1=CC(=C(C(=C1)OC)OC)OC)OC)OC 2-isopropyl-6,7-dimethoxy-N-(1-(3,4,5-trimethoxyphenyl)-1H-imidazol-4-yl)quinazolin-4-amine